C(#N)C=1C=CC(=C2C=CC=NC12)N1C[C@H]2N([C@@H](C1)C)C[C@@H](C2)NC2=NC=1CC(N(CC1C=C2)C(=O)OC(C)(C)C)C tert-butyl 2-[[(4R,7R,8aS)-2-(8-cyano-5-quinolyl)-4-methyl-3,4,6,7,8,8a-hexahydro-1H-pyrrolo[1,2-a]pyrazin-7-yl] amino]-7-methyl-7,8-dihydro-5H-1,6-naphthyridine-6-carboxylate